5-(2-Chloro-5-(trifluoromethyl)phenyl)-N-((3R,5R)-1-cyano-5-(methoxymethyl)pyrrolidin-3-yl)-1,3,4-oxadiazol-2-carboxamid ClC1=C(C=C(C=C1)C(F)(F)F)C1=NN=C(O1)C(=O)N[C@H]1CN([C@H](C1)COC)C#N